COC(C(=CO[C@@H]1CC[C@@H](CC1)C1=CC=CC=C1)C=1C(N(C=CC1)C)=O)=O.FC1=C(CC2=CC=CC=C2)C=C(C(=C1)F)F 2,4,5-trifluorobenzyl-benzene Methyl-2-(1-methyl-2-oxo-1,2-dihydropyridin-3-yl)-3-{[(CIS)-4-phenylcyclohexyl]oxy}prop-2-enoate